4-hydroxy-6-chloro-6-(methylthio)pyrimidine OC=1N=CNC(C1)(SC)Cl